OCCNCCN N-(hydroxyethyl)ethylenediamine